4-(3-methylphenyl)butyric acid CC=1C=C(C=CC1)CCCC(=O)O